ClC1=CC=C(C=C1)[C@H]([C@H](C(C)C)NC(=O)C1(CCC1)C)OC=1C=C2C=NN(C2=CC1)C1=CN(C(C=C1)=O)C N-((1R,2S)-1-(4-chlorophenyl)-3-methyl-1-((1-(1-methyl-6-oxo-1,6-dihydropyridin-3-yl)-1H-indazol-5-yl)oxy)butan-2-yl)-1-methylcyclobutane-1-carboxamide